OCCCC(=O)OCC1=CC=CC=C1 benzyl 4-hydroxybutanoate